N-(4-(2-morpholinoethyl)-2-(piperidin-1-yl)phenyl)-6-(1H-pyrazol-4-yl)pyridineamide O1CCN(CC1)CCC1=CC(=C(C=C1)NC(=O)C1=NC(=CC=C1)C=1C=NNC1)N1CCCCC1